CNC(=O)C1=C(SC2=C1C=C(C=C2)OCC2=C(N=CS2)C)C N,2-dimethyl-5-[(4-methyl-1,3-thiazol-5-yl)methoxy]-1-benzothiophene-3-carboxamide